(R)-2,2-dimethyl-N-(2-(methylamino)-2-oxo-1-phenylethyl)butanamide CC(C(=O)N[C@@H](C(=O)NC)C1=CC=CC=C1)(CC)C